C(C)(C)(C)N(C(O)=O)C1CC(C1)OC1=CC(=CC=C1)F.ClC1=C(C=CC=C1)CC(=O)NC1=CC(=C2C=CN=C(C2=C1)C#N)S(N)(=O)=O 2-(2-chlorophenyl)-N-(1-cyano-5-sulfamoylisoquinolin-7-yl)acetamide tert-Butyl-((1s,3s)-3-(3-fluorophenoxy)cyclobutyl)carbamate